(2-(4-(trifluoromethyl)phenyl)pyrimidin-5-yl)methanol FC(C1=CC=C(C=C1)C1=NC=C(C=N1)CO)(F)F